NC=1C2=C(N=CN1)N(C(=C2C2=CC=C(C=C2)OC2=NC(=CC=C2)C)C2CN(CCC2)C(C=C)=O)C 1-[3-(4-amino-7-methyl-5-{4-[(6-methylpyridin-2-yl)oxy]phenyl}-7H-pyrrolo[2,3-d]pyrimidin-6-yl)piperidin-1-yl]prop-2-en-1-one